bis(cyclopentadienyl)phenyl-zirconium chloride [Cl-].C1(C=CC=C1)[Zr+](C1=CC=CC=C1)C1C=CC=C1